CC1=NOC(=C1C1=CC=C2C(=N1)NC=C2C2=NC(=NC=C2C(F)(F)F)N[C@@H]2[C@H](CC2)NC(OC(C)(C)C)=O)C tert-butyl N-[(1S,2S)-2-[[4-[6-(3,5-dimethylisoxazol-4-yl)-1H-pyrrolo[2,3-b]pyridin-3-yl]-5-(trifluoromethyl)pyrimidin-2-yl]amino]cyclobutyl]carbamate